CC=1N=C(NC1)C(=O)O 4-methyl-1H-imidazole-2-carboxylic acid